tert-butyl (26-amino-3,6,9,12,15,18,21,24-octaoxahexacosyl)carbamate NCCOCCOCCOCCOCCOCCOCCOCCOCCNC(OC(C)(C)C)=O